3-(4-cyano-2-methoxyphenoxy)-N-(3-methanesulfonylphenyl)-5-methyl-6-(trifluoromethyl)pyridazine-4-carboxamide C(#N)C1=CC(=C(OC=2N=NC(=C(C2C(=O)NC2=CC(=CC=C2)S(=O)(=O)C)C)C(F)(F)F)C=C1)OC